N-methyl-1,1-dioxo-1λ6-thiolane-3-carboxamide CNC(=O)C1CS(CC1)(=O)=O